aluminum tris(diphenyl phosphinate) C1(=CC=CC=C1)P([O-])(=O)C1=CC=CC=C1.C1(=CC=CC=C1)P([O-])(=O)C1=CC=CC=C1.C1(=CC=CC=C1)P([O-])(=O)C1=CC=CC=C1.[Al+3]